4-isopropenyl-1,2-dimethoxy-1-methylcyclohexane C(=C)(C)C1CC(C(CC1)(C)OC)OC